(1-(1-acryloylazetidin-3-yl)-3-(4-(trifluoromethyl)phenyl)-1H-indazol-7-yl)acetamide C(C=C)(=O)N1CC(C1)N1N=C(C2=CC=CC(=C12)CC(=O)N)C1=CC=C(C=C1)C(F)(F)F